3-(1-trityl-1H-imidazol-4-yl)propan C(C1=CC=CC=C1)(C1=CC=CC=C1)(C1=CC=CC=C1)N1C=NC(=C1)CCC